N-((1S)-1-(4,4-Difluorocyclohexyl)-2-((4-(2-methoxy-1-(4,4,4-trifluorobutanamido)ethyl)pyridin-2-yl)amino)-2-oxoethyl)-1-methyl-1H-pyrazole-5-carboxamide FC1(CCC(CC1)[C@@H](C(=O)NC1=NC=CC(=C1)C(COC)NC(CCC(F)(F)F)=O)NC(=O)C1=CC=NN1C)F